4-bromo-2-methyl-1-(trifluoromethoxy)benzene BrC1=CC(=C(C=C1)OC(F)(F)F)C